C1(CC1)N1C=CC=2C=CC(=NC2C1=O)NC1(CNC1)C1=C(C(=CC=C1F)Cl)Cl 7-cyclopropyl-2-{[3-(2,3-dichloro-6-fluorophenyl)azetidin-3-yl]amino}-1,7-naphthyridin-8-one